BrC1=CC=C(C=C1)OC(\C=C(\C1=CC=CC=C1)/OC1=CC=C(C=C1)Br)=O (Z)-4-bromophenyl-3-(4-bromophenoxy)-3-phenylacrylate